FC=1C=NC(=NC1)C1=NN(C=C1C1=C2C(=NC=C1)NC=C2)C 4-[3-(5-fluoropyrimidin-2-yl)-1-methyl-pyrazol-4-yl]-1H-pyrrolo[2,3-b]pyridine